3-(aminomethyl)-6-methyl-4-(methylthio)pyridin-2(1H)-one NCC=1C(NC(=CC1SC)C)=O